N[C@H](C(=O)O)[C@@H](C)C1=CC=NC=C1 (2S,3S)-2-Amino-3-pyridin-4-ylbutanoic acid